dichloro-N-((dimethylamino)sulfonyl)fluoro-N-(p-tolyl)methanesulfonamide ClC(S(=O)(=O)N(C1=CC=C(C=C1)C)S(=O)(=O)N(C)C)(F)Cl